OCCOCCN(CCOCCOCCN(CC)CC1=CC=CC(=N1)C(=O)O)CC1=CC=CC(=N1)C(=O)O 6,6'-((1,4,10,13-tetraoxa-7,16-diazaoctadecane-7,16-diyl)bis(methylene))bis(2-picolinic acid)